6-(4-t-butylphenoxy)pyridin-3-amine C(C)(C)(C)C1=CC=C(OC2=CC=C(C=N2)N)C=C1